N[C@H]1CN(CCC1)C(CC)=O (R)-1-(3-aminopiperidin-1-yl)propan-1-one